NC1=C(C=CC(=C1)Cl)N(S(=O)(=O)C)C N-(2-Amino-4-chlorophenyl)-N-methylmethanesulfonamide